N-((1S)-1-(5-((5-chloro-4-fluoro-2,3-dihydro-1H-inden-2-yl)amino)pyridin-2-yl)-2,2,2-trifluoroethyl)-N-methyl-1-(oxetane-2-carbonyl)azetidine-3-carboxamide ClC=1C(=C2CC(CC2=CC1)NC=1C=CC(=NC1)[C@@H](C(F)(F)F)N(C(=O)C1CN(C1)C(=O)C1OCC1)C)F